C(C)C1=C(C=CC=C1)C1=NC(=NO1)C1=CC2=C(N(N=N2)CC(CO)(C)C)C=C1 3-(5-(5-(2-ethylphenyl)-1,2,4-oxadiazol-3-yl)-1H-benzo[d][1,2,3]triazol-1-yl)-2,2-dimethylpropan-1-ol